N-(4-bromo-2-chloro-6-nitro-phenyl)-N-methyl-carbamic acid tert-butyl ester C(C)(C)(C)OC(N(C)C1=C(C=C(C=C1[N+](=O)[O-])Br)Cl)=O